N1=C(C=CC=2CCCNC12)CCCN1C[C@@H](CCC1)C(=O)NCCC(=O)O 3-((R)-1-(3-(5,6,7,8-tetrahydro-1,8-naphthyridin-2-yl)propyl)piperidine-3-carboxamido)propanoic acid